(5-(2,6-dioxopiperidin-3-yl)-6-fluoropyridin-3-yl)methyl methanesulfonate CS(=O)(=O)OCC=1C=NC(=C(C1)C1C(NC(CC1)=O)=O)F